(1-(trifluoro methyl)cyclopropyl)methyl 4-methylbenzenesulfonate CC1=CC=C(C=C1)S(=O)(=O)OCC1(CC1)C(F)(F)F